C(C)NC1=NC(=NC=C1CC1=C(C=C(C(=C1)OC)OC)C(C)C)N N*4*-Ethyl-5-(2-isopropyl-4,5-dimethoxy-benzyl)-pyrimidine-2,4-diamine